COC1=NN(C=C1NC1=NC=CC(=N1)C1=CNC2=C(C=CC=C12)NC([C@@H](CC)N1CCN(CC1)C)=O)C (2R)-N-(3-{2-[(3-methoxy-1-methyl-1H-pyrazol-4-yl)amino]pyrimidin-4-yl}-1H-indol-7-yl)-2-(4-methylpiperazin-1-yl)butyramide